methyl-N-(7-{8-methyl-1H,2H,3H-pyrido[2,3-b][1,4]oxazin-7-yl}-5H,6H,7H,8H-pyrido[3,4-d]pyrimidin-2-yl)-2,3,4,5-tetrahydro-1H-3-benzazepin-7-amine CC1CNCCC2=C1C=CC(=C2)NC=2N=CC1=C(N2)CN(CC1)C1=C(C2=C(OCCN2)N=C1)C